1-N-((5-chloro-6-(1H-pyrrolo[3,2-b]pyridin-2-yl)-1H-indol-2-yl)methyl)-1-methylcyclopropane-1-carboxamide ClC=1C=C2C=C(NC2=CC1C1=CC2=NC=CC=C2N1)CNC(=O)C1(CC1)C